ethyl (9Z)-19-(dimethylamino)octacos-9-enoate CN(C(CCCCCCCC\C=C/CCCCCCCC(=O)OCC)CCCCCCCCC)C